6-bromo-pyridine-2-carboxylic acid {4-[2-((S)-2-amino-4,5-dihydro-oxazol-4-yl)-ethyl]-phenyl}-amide NC=1OC[C@@H](N1)CCC1=CC=C(C=C1)NC(=O)C1=NC(=CC=C1)Br